C(#N)C1=CC(=C(C2=C1C=CO2)COC2=CC=CC(=N2)C2CCN(CC2)CC2=NC1=C(N2C[C@H]2OCC2)C=C(C=C1)C(=O)O)F (S)-2-((4-(6-((4-cyano-6-fluorobenzofuran-7-yl)methoxy)pyridin-2-yl)piperidin-1-yl)methyl)-1-(oxetan-2-ylmethyl)-1H-benzo[d]imidazole-6-carboxylic acid